7-isopropyl-3-methyl-2-oxo-2,3-dihydrobenzofuran-3-yl-acetate C(C)(C)C1=CC=CC=2C(C(OC21)=O)(C)CC(=O)[O-]